CC(C1=CC(=CC=C1)CN1C2=NC(=NC(=C2N=C1)N)F)(C)P([O-])([O-])=O (dimethyl 3-((6-amino-2-fluoro-9H-purin-9-yl)methyl)benzyl)phosphonate